2-(tert-butyl-peroxyisopropyl)benzene C(C)(C)(C)OOC(C)(C)C1=CC=CC=C1